lauryl-diethylenetriamine C(CCCCCCCCCCC)NCCNCCN